FC(CN1N=CC=2C1=NC(=CN2)N2CC1(CC(C1)OC1=NC(=CC=C1)C(F)(F)F)CCC2)F 6-[1-(2,2-difluoroethyl)-1H-pyrazolo[3,4-b]pyrazin-6-yl]-2-{[6-(trifluoromethyl)pyridin-2-yl]oxy}-6-azaspiro[3.5]nonane